phenol pivalate C(C(C)(C)C)(=O)OC1=CC=CC=C1